CC1=CC=2C3=C(NC2C=C1)CCN(C3)C(=O)C=3NC1=CC(=CC=C1C3)C(F)(F)F (8-methyl-1,3,4,5-tetrahydropyrido[4,3-b]indol-2-yl)-[6-(trifluoromethyl)-1H-indol-2-yl]methanone